C(C(C)C)C1=CC=C(C=C1)[C@@H](C(=O)NCCCCCCCCN1CC(OB(OC(C1)=O)[C@H](CC(C)C)NC([C@H](CC1=CC=CC=C1)NC(=O)C1=NC=CN=C1)=O)=O)C N-((S)-1-(((R)-1-(6-(8-((S)-2-(4-isobutylphenyl)propanamido)octyl)-4,8-dioxo-1,3,6,2-dioxazaborocan-2-yl)-3-methylbutyl)amino)-1-oxo-3-phenylpropan-2-yl)pyrazine-2-carboxamide